Methyl (S)-5-(4-amino-2-(1H-tetrazol-5-yl)benzamido)-2-(4-(2-(2,4-diamino-5-fluoroquinazolin-6-yl)ethyl)benzamido)pentanoate NC1=CC(=C(C(=O)NCCC[C@@H](C(=O)OC)NC(C2=CC=C(C=C2)CCC=2C(=C3C(=NC(=NC3=CC2)N)N)F)=O)C=C1)C1=NN=NN1